(2S,3S,4R,5R)-5-(6-(3-iodobenzylamino)-9H-purin-9-yl)-3,4-dihydroxyl-N-methoxy-tetrahydrofuran-2-formamide IC=1C=C(CNC2=C3N=CN(C3=NC=N2)[C@H]2[C@@H]([C@@H]([C@H](O2)C(=O)NOC)O)O)C=CC1